[C@H]12CNC[C@H](CC1)N2C2=NC(=NC=1C[C@@]3(CN(C4=CC=CC=C4C3)C)CCC21)OC[C@H]2N(CCC2)C (R)-4-((1R,5S)-3,8-diazabicyclo[3.2.1]octan-8-yl)-1'-methyl-2-(((S)-1-methylpyrrolidin-2-yl)methoxy)-1',4',5,8-tetrahydro-2'H,6H-spiro[quinazoline-7,3'-quinoline]